N-(tert-butyldimethylsilyl)thieno[3,2-b]thiophene-3-sulfonimidamide [Si](C)(C)(C(C)(C)C)NS(=O)(=N)C=1C2=C(SC1)C=CS2